C(CCCCCCCCCCCCCCCCCCC)OC[C@@H](OCCCCCCCCCCCCCCCCCCCC)COP(=O)(O)OCCN 1,2-diarachidyl-sn-glycero-3-phosphoethanolamine